5-[6-methoxy-1H,2H,3H-pyrrolo[3,4-c]pyridin-2-yl]-4-(trifluoromethyl)-2,3-dihydropyridazin-3-one COC1=CC2=C(C=N1)CN(C2)C2=C(C(NN=C2)=O)C(F)(F)F